methoxy-indole COC=1NC2=CC=CC=C2C1